COC1=CC(=C(C=C1)N1C(C(=CC=C1C(F)(F)F)C(=O)O)=O)C 1-(4-methoxy-2-methyl-phenyl)-2-oxo-6-(trifluoromethyl)pyridine-3-carboxylic acid